6,7,8,9-tetrahydropyrido[3,4-e][1,2,4]triazolo[1,5-a]pyrimidine-5(4H)-one N1=CN=C2N1C1=C(C(N2)=O)CNCC1